COC1=CC=C(C=C1)C1NC(NC(=C1C(=O)OCC)C)=O 4-(p-methoxyphenyl)-5-ethoxycarbonyl-6-methyl-3,4-dihydropyrimidin-2(1H)-one